ClC1=CC(=C(C=C1F)N1C[C@H](N(CC1)C)C)[N+](=O)[O-] (R)-4-(4-chloro-5-fluoro-2-nitrophenyl)-1,2-dimethylpiperazine